O=C1N(C(C2=CC=CC=C12)=O)CCC(C(=O)OCC)(C(=O)OCC)CO diethyl 2-(2-(1,3-dioxoisoindolin-2-yl)ethyl)-2-(hydroxymethyl)malonate